(11R)-6-(2,6-Dimethylphenyl)-11-(3-methylbutyl)-9-oxa-2λ6-thia-3,5,12,19-tetraazatricyclo[12.3.1.14,8]nonadeca-1(17),4,6,8(19),14(18),15-hexaene-2,2,13-trione CC1=C(C(=CC=C1)C)C=1N=C2NS(C3=CC=CC(C(N[C@@H](COC(C1)=N2)CCC(C)C)=O)=C3)(=O)=O